2-[5-Ethyl-4-(3-fluorophenyl)-6-oxo-3-propan-2-ylpyridazin-1-yl]-N-(5-fluoropyrimidin-4-yl)acetamide C(C)C1=C(C(=NN(C1=O)CC(=O)NC1=NC=NC=C1F)C(C)C)C1=CC(=CC=C1)F